N-BOC-1-aza-3,7,10,14-tetrathiaheptadecane C(=O)(OC(C)(C)C)NCSCCCSCCSCCCSCCC